C(N)(OC1=C2C=3C(=C4C(=NC3C=C1)C1=CC3=C(C(N1C4)=O)COC([C@]3(O)CC)=O)CCO2)=O ((S)-9-ethyl-9-hydroxy-10,13-dioxo-1,2,9,10,13,15-hexahydro-12H-pyrano[4,3,2-de]pyrano[3',4':6,7]indolizino[1,2-b]quinolin-4-yl) carbamate